(S)-4-(3-((S)-3,4-bis(octanoyloxy)butoxy)-5-((dimethylamino)methyl)phenoxy)butane-1,2-diyldioctanoate C(CCCCCCC)(=O)O[C@@H](CCOC=1C=C(OCC[C@@H](CCCCCCCCC(=O)[O-])CCCCCCCC(=O)[O-])C=C(C1)CN(C)C)COC(CCCCCCC)=O